8-chloro-5H-[1,2,4]Triazino[5,6-b]Indole-3-thiol ClC1=CC=2C3=C(NC2C=C1)N=C(N=N3)S